ClC1=C(C=C(C=N1)OCC(=O)NC1CCN(CC1)C=1OC(=NN1)C1=CC=C(C=C1)Cl)F 2-[(6-chloro-5-fluoropyridin-3-yl)oxy]-N-{1-[5-(4-chlorophenyl)-1,3,4-oxadiazol-2-yl]piperidin-4-yl}acetamide